CC(C)(C)S(=O)N=CC1=CC=C(C=C1)OC(F)(F)F 2-methyl-N-(4-(trifluoromethoxy)benzylidene)propane-2-sulfinamide